3-Chloro-5,6-difluoro-4-iodo-2-methoxybenzoic acid ClC=1C(=C(C(=O)O)C(=C(C1I)F)F)OC